(S)-5-phenyl-1-pentyn-3-ol C1(=CC=CC=C1)CC[C@@H](C#C)O